C1(=CC=CC=C1)P(C1=C(C2=CC=CC=C2C=C1)C1=C(C=CC2=CC=CC=C12)P(C1=CC=CC=C1)C1=CC=CC=C1)C1=CC=CC=C1 2,2'-bis(diphenylphosphino)-1,1'-bi-naphthalene